BrC1=CC=C(C=C1)CCC(=O)O 3-(4-bromophenyl)propanoic acid